ClC1=NC=C2N(C(N(C2=N1)C1CCC(CC1)(C#N)C)=O)C 4-(2-chloro-7-methyl-8-oxo-8,9-dihydro-7h-purin-9-yl)-1-methylcyclohexane-1-carbonitrile